diisopropyl (E)-diazene-1,2-dicarboxylate N(=N\C(=O)OC(C)C)/C(=O)OC(C)C